4-((cyclopropylmethyl)amino)but-2-en-1-one C1(CC1)CNCC=CC=O